CNCC(C=C)O ((Methylamino)methyl)prop-2-en-1-ol